7-cyclobutyl-2-oxo-1H-quinoline-3-carboxylic acid C1(CCC1)C1=CC=C2C=C(C(NC2=C1)=O)C(=O)O